tert-butyl 4-(2-(dimethylamino)ethoxy)-3-((phenylmethyl)sulfonamido)benzoate CN(CCOC1=C(C=C(C(=O)OC(C)(C)C)C=C1)NS(=O)(=O)CC1=CC=CC=C1)C